FC1=C(C=CC(=C1)C=1C=C(C=2N=C(N=CC2N1)N[C@@H]1CNC[C@H](C1)F)N1C(OCC1)=O)NS(=O)(=O)CC1=CC=CC=C1 N-(2-fluoro-4-(2-(((3S,5S)-5-fluoro-piperidin-3-yl)amino)-8-(2-oxooxazolidin-3-yl)pyrido[3,2-d]pyrimidin-6-yl)phenyl)-1-phenylmethanesulfonamide